BrC=1N(C=C2C1CCC2=O)CC 1-bromo-2-ethyl-5,6-dihydrocyclopenta[c]pyrrol-4(2H)-one